2-[2-(4,5,6,7-tetrahydrothiazolo[5,4-c]pyridin-2-ylmethylcarbamoyl)indan-2-yl]acetic acid tert-butyl ester C(C)(C)(C)OC(CC1(CC2=CC=CC=C2C1)C(NCC=1SC=2CNCCC2N1)=O)=O